C(C)OC(\C=C/NC(C)=O)=O (Z)-3-acetamidoprop-2-enoic acid ethyl ester